4-(3-Cyclopentyl-7-oxo-6,7-dihydro-isoxazolo[4,5-d]pyrimidin-5-yl)benzonitrile C1(CCCC1)C1=NOC2=C1N=C(NC2=O)C2=CC=C(C#N)C=C2